COC(=O)C1CCN(CC1)C1=NC(=CN=C1C1=CC=C(C=C1)OC)CCCC 1-(6-butyl-3-(4-methoxyphenyl)pyrazin-2-yl)piperidine-4-carboxylic acid methyl ester